imidazo[1,2-a]pyridine-6-carboxamide TFA salt OC(=O)C(F)(F)F.N=1C=CN2C1C=CC(=C2)C(=O)N